OC1(CN(C1)C(=O)C1=NC(=CC(=C1)C=1C=C(C=CC1C)NC(=O)N1C[C@@H](CC1)CC(F)(F)F)N1CCOCC1)C (3S)-N-[3-[2-(3-hydroxy-3-methylazetidine-1-carbonyl)-6-(morpholin-4-yl)pyridin-4-yl]-4-methylphenyl]-3-(2,2,2-trifluoroethyl)pyrrolidine-1-carboxamide